CC1(NC(C2=C1SC(=C2)C2=NC(=NC=C2C(F)(F)F)NC2CCN(CC2)S(=O)(=O)C)=O)C 6,6-dimethyl-2-(2-((1-(methylsulfonyl)piperidin-4-yl)amino)-5-(trifluoro-methyl)pyrimidin-4-yl)-5,6-dihydro-4H-thieno[2,3-c]pyrrol-4-one